ClC1=CC=C(C=N1)CN1C=CC=C2C1=NC(N(C2=O)C2=CC=C(C=C2)SC)=O 8-((6-chloropyridin-3-yl)methyl)-3-(4-(methylthio)phenyl)pyrido[2,3-d]pyrimidine-2,4(3H,8H)-dione